C(=O)O.N1(CCC1)CC1=C(CNC2=C(C(=C(C(=C2)F)S(=O)(=O)NC2=NC=NS2)F)Cl)C=CC=C1 4-((2-(azetidin-1-ylmethyl)benzyl)amino)-3-chloro-2,6-difluoro-N-(1,2,4-thiadiazol-5-yl)benzenesulfonamide formate